4-(3-hydroxypyrrolidin-1-yl)-2-(4-methoxybenzyl)-2H-pyrazolo[4,3-c]pyridine-7-carboxamide OC1CN(CC1)C1=NC=C(C=2C1=CN(N2)CC2=CC=C(C=C2)OC)C(=O)N